C(C)C(COC(CCSC1=C(C=C(C=C1)CN(C)C)[N+](=O)[O-])=O)CCCC.C1(=C(C=CC=C1)C1=C(C=2C=CC3=CC=CC=C3C2C=C1)C1=C(C2=CC=CC=C2C=C1)C1=CC=CC2=CC=CC=C12)C1=CC=CC=C1 (biphenylyl-(phenanthrenyl))binaphthalene 2-ethylhexyl-3-[4-[(dimethylamino)methyl]-2-nitro-phenyl]sulfanylpropanoate